(R)-3-(2-(4-bromophenyl)-2-fluoroethyl)-5-((7-methyl-6-oxo-6H-purin-1(7H)-yl)methyl)-1,3,4-oxadiazol-2(3H)-one BrC1=CC=C(C=C1)[C@H](CN1C(OC(=N1)CN1C=NC=2N=CN(C2C1=O)C)=O)F